C(CCC)NCCC[Si](OC)(OC)OC N-BUTYLAMINOPROPYLTRIMETHOXY-SILANE